Cl.C1=CC(=CC2=NC3=CC=CC=C3C=C12)C=1OC=C(N1)C(=O)OC Methyl 2-(acridin-3-yl)-1,3-oxazole-4-carboxylate hydrochloride